OC1=C(C2=CN(N=C2C(=C1)C(=O)OC)COCC[Si](C)(C)C)OC methyl 5-hydroxy-4-methoxy-2-((2-(trimethylsilyl)ethoxy)methyl)-2H-indazole-7-carboxylate